CN1N=NC2=C1C=CC(=C2C)C(C(C(=O)O)(C)C)C2=CC(=C(C=C2)C)CN2C[C@H](OC1=C(C2)C=CC2=CC=CC=C21)CC 3-(1,4-dimethyl-1H-benzo[d][1,2,3]triazol-5-yl)-3-(3-(((R)-2-ethyl-2,3-dihydronaphtho[2,1-f][1,4]oxazepin-4(5H)-yl)methyl)-4-methylphenyl)-2,2-dimethylpropanoic acid